FC1(CC(C1)C(=O)NCCCC1=CC=C(C=C1)C1=C(C=CC=C1)F)F 3,3-difluoro-N-(3-(2'-fluoro-[1,1'-biphenyl]-4-yl)propyl)cyclobutane-1-carboxamide